3-[(2S)-2-azetidinylmethoxy]-pyridine dihydrochloride Cl.Cl.N1[C@@H](CC1)COC=1C=NC=CC1